oxetan-3-yl 3-(2-chlorophenyl)-5-{1-[(1R,3S)-3-hydroxy-3-methylcyclobutyl]-5-methyl-1H-pyrazol-4-yl}-1,2-oxazole-4-carboxylate ClC1=C(C=CC=C1)C1=NOC(=C1C(=O)OC1COC1)C=1C=NN(C1C)C1CC(C1)(C)O